N-(4-(3-amino-7-bromo-1H-indazol-5-yl)pyridin-2-yl)propionamide NC1=NNC2=C(C=C(C=C12)C1=CC(=NC=C1)NC(CC)=O)Br